N-(2-(4-((1r,4r)-4-hydroxy-4-(5-(pyrimidin-2-yl)pyridin-2-yl)cyclohexyl)hexahydropyrrolo[3,2-b]pyrrol-1(2H)-yl)-2-oxoethyl)-3-(trifluoromethyl)benzamide OC1(CCC(CC1)N1CCC2N(CCC21)C(CNC(C2=CC(=CC=C2)C(F)(F)F)=O)=O)C2=NC=C(C=C2)C2=NC=CC=N2